(4-Methylpiperazin-1-yl)-6-(6-(trifluoromethyl)pyridin-2-yl)-N-(2-(trifluoromethyl)pyridin-4-yl)-1,3,5-triazin-2-amine CN1CCN(CC1)C1=NC(=NC(=N1)C1=NC(=CC=C1)C(F)(F)F)NC1=CC(=NC=C1)C(F)(F)F